NCC(=O)NC1=C(C=CC=C1)/N=C/1\C=C(OC2=C1C=CC=C2)C2=CC1=C(OCO1)C=C2 (E)-2-amino-N-(2-((2-(benzo[d][1,3]dioxol-5-yl)-4H-benzopyran-4-ylidene)amino)phenyl)acetamide